(3-((5-(2-((tert-butoxycarbonyl)amino)ethyl)-2-hydroxyphenoxy)methyl)-3H-diazirin-3-yl)methyl pent-4-ynoate C(CCC#C)(=O)OCC1(N=N1)COC1=C(C=CC(=C1)CCNC(=O)OC(C)(C)C)O